N[C@@H]1C[C@@H](CC1)OC=1C(=NC(=CC1)C(C)C)C1=CC(=NN1)NC=1N=CC(=NC1)C#N 5-((5-(3-(((1R,3S)-3-aminocyclopentyl)oxy)-6-isopropylpyridin-2-yl)-1H-pyrazol-3-yl)amino)pyrazine-2-carbonitrile